ethyl (E)-3-(1-((4-methylphenyl)sulfonamido)-2,3-dihydro-1H-inden-5-yl)acrylate CC1=CC=C(C=C1)S(=O)(=O)NC1CCC2=CC(=CC=C12)/C=C/C(=O)OCC